NC1=C(C(=NN1C(C)C)C1=C2C=CNC2=C(C=C1)CNC(C1=C(C=CC(=C1)F)O)=O)C(=O)N 5-amino-3-(7-((5-fluoro-2-hydroxybenzamido)methyl)-1H-indol-4-yl)-1-isopropyl-1H-pyrazole-4-carboxamide